N-(amino(4-((dimethylamino)methyl)phenyl)(oxo)-λ6-sulfaneylidene)-2-(6-(difluoromethyl)-2,4-diisopropylpyridin-3-yl)acetamide NS(=NC(CC=1C(=NC(=CC1C(C)C)C(F)F)C(C)C)=O)(=O)C1=CC=C(C=C1)CN(C)C